(1S,3S)-N-((4-(3-cyclopropyl-1,2,4-oxadiazol-5-yl)bicyclo[2.2.2]octan-1-yl)methyl)-3-hydroxy-N-(3-(methylsulfonamido)phenyl)-3-(trifluoromethyl)cyclobutane-1-carboxamide C1(CC1)C1=NOC(=N1)C12CCC(CC1)(CC2)CN(C(=O)C2CC(C2)(C(F)(F)F)O)C2=CC(=CC=C2)NS(=O)(=O)C